BrC=1C=C2C(=C(C=NC2=CC1)S(=O)(=O)N1CCOCC1)NC1=C(C(=O)O)C=CC=C1 2-[(6-bromo-3-morpholinesulfonyl-4-quinolinyl)amino]benzoic acid